O[C@](CN1N=CC(=C1)C#N)(C)[C@H]1CC[C@H]2[C@@H]3CC[C@H]4C[C@](CC[C@@]4([C@H]3CC[C@]12C)C)(CCC)O 1-((R)-2-hydroxy-2-((3R,5S,8R,9S,10S,13S,14S,17S)-3-hydroxy-10,13-dimethyl-3-propylhexadecahydro-1H-cyclopenta[a]phenanthren-17-yl)propyl)-1H-pyrazole-4-carbonitrile